C1(CC1)C=1N=NN(C1)[C@H](C(=O)N1[C@@H](C[C@H](C1)O)C(=O)NC(CC1(CCOCC1)O)C)C(C)(C)C (2S,4R)-1-[(2S)-2-(4-cyclopropyltriazol-1-yl)-3,3-dimethyl-butanoyl]-4-hydroxy-N-[2-(4-hydroxytetrahydropyran-4-yl)-1-methyl-ethyl]pyrrolidine-2-carboxamide